N1C=C(C2=CC=CC=C12)C=1C2=C(N=C(N1)N1[C@@H](COCC1)C)CN(CC2)C(C(CC)C)=O (4-(1H-indol-3-yl)-2-((R)-3-methylmorpholino)-5,8-dihydropyrido[3,4-d]pyrimidin-7(6H)-yl)-2-methylbutan-1-one